2-methyl-5-((4-(pyrrolidin-1-ylmethyl)phenyl)amino)isoindolin-1-one tert-butyl-2-(3-trimethylsilylprop-2-ynyl)-5-oxa-2,8-diazaspiro[3.5]nonane-8-carboxylate C(C)(C)(C)OC(=O)N1CCOC2(CN(C2)CC#C[Si](C)(C)C)C1.CN1C(C2=CC=C(C=C2C1)NC1=CC=C(C=C1)CN1CCCC1)=O